FC=1C(=C(C=CC1F)[C@H]1[C@@H](O[C@@]2(CC[C@]12C)C(F)(F)F)C(=O)NC1=CC(=NC=C1)N1C(CN(CC1)C(=O)OC(C)(C)C)=O)OC |o1:8,9,11,14| rel-tert-butyl 4-(4-((1R,3R,4S,5R)-4-(3,4-difluoro-2-methoxyphenyl)-5-methyl-1-(Trifluoromethyl)-2-oxabicyclo[3.2.0]heptane-3-carboxamido)pyridin-2-yl)-3-oxopiperazine-1-carboxylate